N-(3-chloro-1H-indol-7-yl)-1-(1,1-dioxothietan-3-yl)pyrazole-4-sulfonamide ClC1=CNC2=C(C=CC=C12)NS(=O)(=O)C=1C=NN(C1)C1CS(C1)(=O)=O